(S)-6-Acetamido-2-hydroxyhexanoic acid C(C)(=O)NCCCC[C@@H](C(=O)O)O